ethyl (1S,2S)-2-((tert-butoxycarbonyl) amino)-5-oxocyclohexane-1-carboxylate C(C)(C)(C)OC(=O)N[C@@H]1[C@H](CC(CC1)=O)C(=O)OCC